2-chloro-4-fluoro-N-[(3R,4S)-4-fluoro-1-(2-fluorobenzoyl)pyrrolidin-3-yl]benzamide ClC1=C(C(=O)N[C@@H]2CN(C[C@@H]2F)C(C2=C(C=CC=C2)F)=O)C=CC(=C1)F